2,2'-thiobis(6-t-butylphenol) S(C1=C(C(=CC=C1)C(C)(C)C)O)C1=C(C(=CC=C1)C(C)(C)C)O